OC=1C(=C(C(=CC1)C(=O)OC)C(=O)OC)OC dimethyl 4-hydroxy-3-methoxy-benzene-1,2-dicarboxylate